NC1=C2C(=NC=N1)N(N=C2C#CC2=CC1=C(N(C(=N1)C)C1CC1)C=C2)[C@H]2C[C@@H](N(C2)C(=O)OC(C)(C)C)COC (2R,4S)-tert-butyl 4-(4-amino-3-((1-cyclopropyl-2-methyl-1H-benzo[d]imidazol-5-yl)ethynyl)-1H-pyrazolo[3,4-d]pyrimidin-1-yl)-2-(methoxymethyl)pyrrolidine-1-carboxylate